CC1=C(OC2=C1C=C(C=C2)S(N(CCC2=CC=CC=C2)CC2=C(C=CC=C2Cl)F)(=O)=O)C(=O)O 3-methyl-5-(N-(2-fluoro-6-chlorobenzyl)-N-phenethylsulfamoyl)benzofuran-2-carboxylic acid